7-((3-(1H-indol-3-yl)pyrrolidin-1-yl)methyl)-3-isopropyl-5,6,7,8-tetrahydro-[1,2,4]triazolo[4,3-a]pyridine N1C=C(C2=CC=CC=C12)C1CN(CC1)CC1CC=2N(CC1)C(=NN2)C(C)C